diethyl (3-fluorophenylsulfonyl)methylphosphonate FC=1C=C(C=CC1)S(=O)(=O)CP(OCC)(OCC)=O